C1=C(C=CC=2C3=CC=C(C=C3NC12)N)N carbazole-2,7-diamine